C1(=CC=CC=C1)C1=CC=C(C=C1)[O-].CC1=NC2=C(C=CC=C2C=C1)O.CC1=NC2=C(C=CC=C2C=C1)O.[Al+3].C1(=CC=CC=C1)C1=CC=C(C=C1)[O-].C1(=CC=CC=C1)C1=CC=C(C=C1)[O-] aluminum bis(2-methyl-8-quinolinol) (4-phenylphenolate)